COC=1C=CC=C2NC=C(CCN(C)C)C12 4-methoxy-N,N-dimethyltryptamine